C(C)(=O)OC(CC1=CC=C(C=C1)C)(CCC1OCCO1)C 4-(1,3-dioxolan-2-yl)-2-methyl-1-(p-tolyl)butan-2-yl acetate